N-butyl-N-ethyl-2,5-dimethyl-7-(2,4,6-trimethylphenyl)-7H-pyrrolo[2,3-D]pyrimidin-4-amine C(CCC)N(C=1C2=C(N=C(N1)C)N(C=C2C)C2=C(C=C(C=C2C)C)C)CC